2-methyl-naphthalene bromine triphenylphosphine salt C1(=CC=CC=C1)P(C1=CC=CC=C1)C1=CC=CC=C1.[Br].CC1=CC2=CC=CC=C2C=C1